4-bromo-2-{[(2S)-1,1,1-trifluoroprop-2-yl]oxy}benzoyl chloride BrC1=CC(=C(C(=O)Cl)C=C1)O[C@H](C(F)(F)F)C